trimethyl 4,4',4''-(20-(4-((2-(((4-nitrophenoxy)carbonyl)oxy) ethyl) carbamoyl)phenyl)porphyrin-5,10,15-triyl)tribenzoate [N+](=O)([O-])C1=CC=C(OC(=O)OCCNC(=O)C2=CC=C(C=C2)C2=C3C=CC(C(=C4C=CC(=C(C=5C=CC(=C(C6=CC=C2N6)C6=CC=C(C(=O)OC)C=C6)N5)C5=CC=C(C(=O)OC)C=C5)N4)C4=CC=C(C(=O)OC)C=C4)=N3)C=C1